S(=O)(=O)(O)C1C(=O)N(C(C1)=O)OC(CCCN1C(C=CC1=O)=O)=O gamma-maleimidobutyric acid sulfosuccinimidyl ester